C(#N)C1(CC1)NS(=O)(=O)C1=CC=C2C3=C(NC2=C1)N=CN=C3NC(CN3CCOCC3)=O N-(7-(N-(1-cyanocyclopropyl)sulfamoyl)-9H-pyrimido[4,5-b]indol-4-yl)-2-morpholinoacetamide